N'-(2-ethyl-4-hydroxy-phenyl)-6-(6-methoxy-4-methyl-3-pyridyl)-4-[[(3-methyloxetan-3-yl)methyl]amino]pyrrolo[1,2-b]pyridazine-3-carboxamidine C(C)C1=C(C=CC(=C1)O)N=C(N)C1=C(C=2N(N=C1)C=C(C2)C=2C=NC(=CC2C)OC)NCC2(COC2)C